FC1=CC=C(C=2N(C(=NC21)C=2C(=NON2)N)CC=2N=NC=CC2)F 4-(4,7-difluoro-1-(pyridazin-3-ylmethyl)-benzoimidazol-2-yl)-1,2,5-oxadiazol-3-amine